C(C)OC(CC1=CC(=CC=C1)OCCC(CCNC(=O)OC(C)(C)C)C)=O (3-((5-((tert-Butoxycarbonyl)amino)-3-methylpentyl)oxy)phenyl)acetic acid ethyl ester